imidazole cyanuric acid salt N1C(=O)NC(=O)NC1=O.N1C=NC=C1